C1(CC1)C=1C=C2C(=C(C(NC2=C2C1C=CC=C2)=O)NC(OC(C)(C)C)=O)C2=C1C=NN(C1=CC=C2)C2OCCCC2 tert-butyl N-[6-cyclopropyl-4-[1-(oxan-2-yl)indazol-4-yl]-2-oxo-1H-benzo[h]quinolin-3-yl]carbamate